5,10-di(2-naphthyl)-5,10-dihydrophenazine C1=C(C=CC2=CC=CC=C12)N1C=2C=CC=CC2N(C2=CC=CC=C12)C1=CC2=CC=CC=C2C=C1